C[C@H]1C/C=C/C(=O)[C@H]([C@H](C/C=C/C2=C(C(=CC(=C2)OC)O)C(=O)O1)O)O The molecule is a macrolide that is the 7-oxo derivative of zeaenol (the 5E stereoisomer). Isolated from Fungi, it exhibits cytotoxic, antibacterial and inhibitory activity against NF-kappaB. It has a role as a metabolite, an antibacterial agent, a NF-kappaB inhibitor and an antineoplastic agent. It is an aromatic ether, a macrolide, a member of phenols, a secondary alcohol and a secondary alpha-hydroxy ketone.